NC(CCOC)C=1C=C(C=NC1)NC(OC(C)(C)C)=O tert-butyl (5-(1-amino-3-methoxypropyl)pyridin-3-yl)carbamate